4-((4-((3R,5R)-adamantan-1-yl)phenyl)amino)benzoic acid C12(CC3CC(CC(C1)C3)C2)C2=CC=C(C=C2)NC2=CC=C(C(=O)O)C=C2